3-(5,6-Difluoro-7-methyl-2-phenyl-1H-indol-3-yl)-N-[(3S,4R)-4-hydroxy-2-oxo-pyrrolidin-3-yl]propionamide FC=1C=C2C(=C(NC2=C(C1F)C)C1=CC=CC=C1)CCC(=O)N[C@@H]1C(NC[C@H]1O)=O